(1S,2S,4R,6S,7R)-2-(hydroxymethyl)-6-isopropyl-2-(methoxymethyl)-7-(trifluoromethyl)quinuclidin-3-one OC[C@]1(N2[C@@H](C[C@@H](C1=O)C[C@@H]2C(F)(F)F)C(C)C)COC